C1(CC1)[C@@H]1NC2=C(C(N(C=3C=CC(=CC23)NC2=C(C(=NC=C2)Cl)Cl)C)=O)OCC1(F)F (S)-2-Cyclopropyl-10-((2,3-dichloropyridin-4-yl)amino)-3,3-difluoro-7-methyl-1,2,3,4-tetrahydro-[1,4]oxazepino[2,3-c]chinolin-6(7H)-on